nitrous acid (nitrit) N(=O)O.N(=O)O